6-(4-chlorophenyl)-2-(4-(trifluoromethyl)benzyl)pyridazin-3(2H)-one ClC1=CC=C(C=C1)C=1C=CC(N(N1)CC1=CC=C(C=C1)C(F)(F)F)=O